CC=1N(N=C2C(=NN=C(C21)C)N2CCC(CC2)C(=O)NCCCN(C)C)C2=CC=C(C=C2)C 1-(3,4-dimethyl-2-(p-tolyl)-2H-pyrazolo[3,4-d]pyridazin-7-yl)-N-(3-(dimethylamino)propyl)piperidine-4-carboxamide